γ-glycidoxybutyltripropoxysilane C(C1CO1)OC(CC[Si](OCCC)(OCCC)OCCC)C